CN1N=C2C(C(N(C3=C(C=CC=C23)N)C)C)=C1 2,4,5-trimethyl-4,5-dihydro-2H-pyrazolo[4,3-c]Quinoline-6-amine